BrC1=CC(=C(C=C1)N1C=NN(C1=O)CSC1=CC(=C(OCC(=O)O)C=C1)C)F 2-(4-(((4-(4-Bromo-2-fluorophenyl)-5-oxo-4,5-dihydro-1H-1,2,4-triazol-1-yl)methyl)thio)-2-methylphenoxy)-acetic acid